2-dimethylamino-2-(4-methylbenzyl)-1-(4-morpholinophenyl)-butane-1-one CN(C(C(=O)C1=CC=C(C=C1)N1CCOCC1)(CC)CC1=CC=C(C=C1)C)C